CC=1C(=C(C=2CC3=CC=CC=C3C2C1)N(C1=C(C=CC=C1)C1=CC=CC=2OC3=C(C21)C=CC=C3)C3=C(C(=CC=2C1=CC=CC=C1CC32)C3=CC=CC=C3)C3=CC=CC=C3)C (dimethylfluorenyl)(diphenylfluorenyl)(dibenzofuranylphenyl)amine